(RS)-2-chloro-7-ethyl-7-methylfuro[3,4-b]pyridin-5(7H)-one ClC1=CC=C2C(=N1)[C@@](OC2=O)(C)CC |r|